N-(2-(2-(3,4-dichlorophenyl)hydrazine-1-carbonyl)-2,3-dihydro-1H-inden-2-yl)-3-(difluoromethyl)-1-methyl-1H-pyrazole-4-carboxamide ClC=1C=C(C=CC1Cl)NNC(=O)C1(CC2=CC=CC=C2C1)NC(=O)C=1C(=NN(C1)C)C(F)F